C(CCC)OC1=CC=C(C=C1)S(=O)(=O)C=1C=NC2=CC=C(C=C2C1N1CCC(CC1)N1C(CCC1)=O)SC 1-(1-(3-((4-butoxyphenyl)sulfonyl)-6-(methylthio)quinolin-4-yl)piperidin-4-yl)pyrrolidin-2-one